trioxa-2,14-diazanonadecan-19-oic acid ONOOCCCCCCCCCNCCCCC(=O)O